p-toluenesulfonic acid-hydrate O.CC1=CC=C(C=C1)S(=O)(=O)O